3-amino-1-(4-fluorophenyl)-2-methylpropane-1,2-diol NCC(C(O)C1=CC=C(C=C1)F)(O)C